2-(1-(6-(benzyloxy)pyridin-2-yl)pyrrolidin-2-yl)acetic acid C(C1=CC=CC=C1)OC1=CC=CC(=N1)N1C(CCC1)CC(=O)O